BrC1=CC(=NC=C1)OCCC[C@@H](C(F)(F)F)NC(OC(C)(C)C)=O tert-butyl (S)-(5-((4-bromopyridin-2-yl)oxy)-1,1,1-trifluoropentan-2-yl)carbamate